NC1=C(C=CC(=C1Cl)O)O 2-amino-3-chloro-1,4-benzenediol